((1r,4r)-4-((2-((4-((S)-3-phenylisoxazolidin-2-yl)-5-(trifluoromethyl)pyrimidin-2-yl)amino)-7,8-dihydro-1,6-naphthyridin-6(5H)-yl)methyl)cyclohexyl)methanol C1(=CC=CC=C1)[C@H]1N(OCC1)C1=NC(=NC=C1C(F)(F)F)NC1=NC=2CCN(CC2C=C1)CC1CCC(CC1)CO